C1(CC1)C=1C=CC(=C(C1)O)C1=C2C(=C(N=N1)N[C@H]1CN(C[C@@H](C1)F)C)COCC2 5-cyclopropyl-2-(4-(((3R,5R)-5-fluoro-1-methylpiperidin-3-yl)amino)-7,8-dihydro-5H-pyrano[3,4-d]pyridazin-1-yl)phenol